CCCCCCCCCCCC(=O)N(C)CC(=O)O N-Lauroyl sarcosinate